5-(6-benzamido-9H-purin-9-yl)-4-fluoro-2-(hydroxymethyl)tetrahydrofuran-3-yl hydrogen phosphonate triethylamine salt C(C)N(CC)CC.P(OC1C(OC(C1F)N1C2=NC=NC(=C2N=C1)NC(C1=CC=CC=C1)=O)CO)(O)=O